5-Nonanon CCCCC(CCCC)=O